4-hydroxybenzyl-tris(4-vinylphenyl)phosphine bromide [Br-].OC1=CC=C(CP(C2=CC=C(C=C2)C=C)(C2=CC=C(C=C2)C=C)C2=CC=C(C=C2)C=C)C=C1